CC=1C=C2C(=C3CN(C(C13)=O)[C@@H]1C(NC(CC1)=O)=O)OCC21CCNCC1 (S)-3-(5-methyl-6-oxo-6,8-dihydro-2H,7H-spiro[furo[2,3-e]isoindol-3,4'-piperidin]-7-yl)piperidine-2,6-dione